alpha-aminoacetic acid NCC(=O)O